NC1=C(C=C(C(=C1F)C1=CC(=CC2=CC=CC=C12)OC)Cl)C(=S)N1C(CN(CC1)C(=O)OC(C)(C)C)C(F)F tert-Butyl 4-(2-amino-5-chloro-3-fluoro-4-(3-methoxynaphthalen-1-yl)phenylcarbonothioyl)-3-(difluoromethyl)piperazine-1-carboxylate